trimethyl-hydroxyethyl-amine imidazole salt N1C=NC=C1.CC(C(O)(C)C)N